3-(triethoxysilyl)aniline C(C)O[Si](C=1C=C(N)C=CC1)(OCC)OCC